sulfosuccinate S(=O)(=O)(O)C(C(=O)[O-])CC(=O)[O-]